FC(C(C)O)(F)C=1C(=C(C=CC1)[C@@H](C)NC1=NC(=NC2=C3C(=C(C=C12)N1CCC(CC1)(O)COC)CCC3)C)F 1-(4-(((R)-1-(3-(1,1-difluoro-2-hydroxypropyl)-2-fluorophenyl)ethyl)amino)-2-methyl-8,9-dihydro-7H-cyclopenta[h]quinazolin-6-yl)-4-(methoxymethyl)piperidin-4-ol